[2,4-Difluoro-5-(7-morpholin-4-ylquinazolin-4-yl)phenyl]-(3-methoxypyrazin-2-yl)methanol FC1=C(C=C(C(=C1)F)C1=NC=NC2=CC(=CC=C12)N1CCOCC1)C(O)C1=NC=CN=C1OC